N[C@H](CC1=C(C2=NC(=CC(=C2S1)NCC=1OC=CC1)C#N)C#N)C 2-[(2s)-2-aminopropyl]-7-{[(furan-2-yl)methyl]amino}thieno[3,2-b]pyridine-3,5-dicarbonitrile